(3,4-epoxycyclohexyl)ethyltri-n-propoxysilane methyl-1,2,2,6,6-pentamethyl-4-piperidylsebacate CC(C(=O)O)(CCCCCCCC(=O)O)C1CC(N(C(C1)(C)C)C)(C)C.C1(CC2C(CC1)O2)CC[Si](OCCC)(OCCC)OCCC